OC1=C(C=CC=C1)C(CC)(C1=CC=CC=C1)C1=C(C=CC=C1)O 1,1-di(hydroxyphenyl)-1-phenylpropane